(5-(1-(2-Amino-2-oxoethyl)piperidin-4-yl)-2-(7,8-dimethyl-[1,2,4]triazolo[1,5-a]pyridin-6-yl)-3-isopropyl-1H-indol-1-yl)phosphonate NC(CN1CCC(CC1)C=1C=C2C(=C(N(C2=CC1)P([O-])([O-])=O)C=1C(=C(C=2N(C1)N=CN2)C)C)C(C)C)=O